racemic-N-methyl-5-(4-(3-(2-methyl-4-oxo-4,5-dihydropyrazolo[1,5-a]pyrazin-6-yl)pyrrolidin-1-yl)piperidin-1-yl)picolinamide CNC(C1=NC=C(C=C1)N1CCC(CC1)N1C[C@@H](CC1)C=1NC(C=2N(C1)N=C(C2)C)=O)=O |r|